C(C=C)(=O)OCCOC1=CC=C(C(=O)C2=CC=CC=C2)C=C1 4-(2-Acryloyloxy-ethoxy)benzophenone